(+/-)-cis-5-Amino-1-(2-(1-ethyl-1H-indol-2-yl)-1-methyl-1H-benzo[d]imidazole-5-carbonyl)piperidine-3-carboxamide N[C@@H]1C[C@@H](CN(C1)C(=O)C1=CC2=C(N(C(=N2)C=2N(C3=CC=CC=C3C2)CC)C)C=C1)C(=O)N |r|